ClC=1C(=C(NC=2C3=C(N=CN2)C=NC(=N3)N3CCN(C2(CC2)C3)C(C=C)=O)C=CC1OC(F)F)F 1-[7-[4-[3-Chloro-4-(difluoromethoxy)-2-fluoro-anilino]pyrimido[5,4-d]pyrimidin-6-yl]-4,7-diazaspiro[2.5]octan-4-yl]prop-2-en-1-one